sodium isooctyl-sulfate salt C(CCCCC(C)C)OS(=O)(=O)[O-].[Na+]